C(C1=CC=CC=C1)O[C@H]1[C@H]([C@@H](O[C@]1(CO)COCC1=CC=CC=C1)N1C=2N=C(NC(C2N=C1)=O)NC(C(C)C)=O)O N-[9-[(2R,3R,4S,5R)-4-benzyloxy-5-(benzyloxymethyl)-3-hydroxy-5-(hydroxymethyl)-tetrahydrofuran-2-yl]-6-oxo-1H-purin-2-yl]-2-methyl-propanamide